C(C)(CC)SSC=1NC=CN1 2-(Sec-butyldisulfanyl)-1h-imidazole